FC=1C=C(C=C(C1)F)C=1SC=C(N1)C[C@@H]1N(C[C@@H]([C@@H]1NS(=O)(=O)C)F)C(=O)C1(CCC1)O |r| rac-N-[(2S,3R,4S)-2-{[2-(3,5-difluorophenyl)-1,3-thiazol-4-yl]methyl}-4-fluoro-1-(1-hydroxycyclobutane-1-carbonyl)pyrrolidin-3-yl]methanesulfonamide